1-(4-chlorobenzyl)-3-(2-((2-chlorophenyl)sulfonyl)-2-azaspiro[3.3]hept-6-yl)urea ClC1=CC=C(CNC(=O)NC2CC3(CN(C3)S(=O)(=O)C3=C(C=CC=C3)Cl)C2)C=C1